[Ni].[Cu] COPPER-NICKEL